Chlorosodium Cl[Na]